C(C)(C)(C)O[C@H](C(=O)OCC)C1=C(C2=C(N=C(S2)C=2C=C3C(=NN(C3=CC2)C)C2CNCC2)C=C1C)C1=CC=C(C=C1)Cl (2S)-ethyl 2-(tert-butoxy)-2-(7-(4-chlorophenyl)-5-methyl-2-(1-methyl-3-(pyrrolidin-3-yl)-1H-indazol-5-yl)benzo[d]thiazol-6-yl)acetate